1-(1-(azetidin-1-yl)-2-methyl-1-oxopropan-2-yl)-N,N-bis(4-methoxybenzyl)-1H-pyrazole-3-sulfonamide N1(CCC1)C(C(C)(C)N1N=C(C=C1)S(=O)(=O)N(CC1=CC=C(C=C1)OC)CC1=CC=C(C=C1)OC)=O